C(CO)O ethylene alcohol